N2,N2,6-trimethyl-N4-(3-(4'-nitro-[1,1'-biphenyl]-4-yl)propyl)thieno[2,3-d]pyrimidine-2,4-diamine CN(C=1N=C(C2=C(N1)SC(=C2)C)NCCCC2=CC=C(C=C2)C2=CC=C(C=C2)[N+](=O)[O-])C